4,4,4-trifluoro-3,3-dimethylbutanoic acid FC(C(CC(=O)O)(C)C)(F)F